8-(3-methoxy-2,6-dimethylphenyl)-6,7-dimethyl-3-((2-(trimethylsilyl)ethoxy)methyl)quinazolin-4(3H)-one COC=1C(=C(C(=CC1)C)C=1C(=C(C=C2C(N(C=NC12)COCC[Si](C)(C)C)=O)C)C)C